tri-hydroxypropane triacrylate C(C=C)(=O)O.C(C=C)(=O)O.C(C=C)(=O)O.OC(CC)(O)O